C(CCCC(=O)OCC(CCCCCC)OC(CCCCCCC)=O)(=O)OC(C(COC(CCN(C)C)=O)(C)C)C(NCCC(OCC(CCCCCCCC)CCCCCC)=O)=O 17-Hexyl-2,8,8-trimethyl-5,10,14-trioxo-6,15-dioxa-2,11-diazapentacosan-9-yl (2-(octanoyloxy)octyl) glutarate